FC(C(CC[C@@H]1[C@H](C(C[C@H]1OC1OCCC1)=O)CCCCCCC(=O)OCC1=CC=CC=C1)[Si](C)(C)C)(CCCC)F Benzyl 7-[(1R,2R,3R)-2-(4,4-difluoro-3-trimethylsilyloctyl)-5-keto-3-(tetrahydrofuran-2-yloxy) cyclopentyl]-heptanoate